CC1=CC=C(C=N1)CC=O (6-methyl-3-pyridyl)acetaldehyde